[2-(2-Bromoethoxy)ethoxy]acetic acid tert-butyl ester C(C)(C)(C)OC(COCCOCCBr)=O